C(C)(C)(C)OC(=O)N1CC[C@@H]2C[C@H]([C@@H]2C1)C(=O)O |r| (1SR,6RS,7RS)-4-t-Butoxycarbonyl-4-azabicyclo[4.2.0]octane-7-carboxylic acid